1-[6-(4-Bromo-2-chloro-phenylamino)-7-fluoro-3-methyl-3H-benzoimidazole-5-yl]-2-hydroxy-ethanone BrC1=CC(=C(C=C1)NC=1C(=CC2=C(N=CN2C)C1F)C(CO)=O)Cl